NC=1C2=C(N=C(N1)Cl)N(C=C2)[C@H]2[C@@H]([C@@H]([C@H](C2)C2=CC(=CC=C2)OC)O)O (1R,2S,3R,5R)-3-{4-amino-2-chloropyrrolo[2,3-d]pyrimidin-7-yl}-5-(3-methoxyphenyl)cyclopentane-1,2-diol